2-bromo-5-fluoro-pyrimidine BrC1=NC=C(C=N1)F